COC=1C=CC(=NC1)NC1=NC(=NN2C1=C(C(=C2)C2=NN(C=C2)C)C)C=2N(C=CN2)C N-(5-Methoxypyridin-2-yl)-5-methyl-2-(1-methyl-1H-imidazol-2-yl)-6-(1-methyl-1H-pyrazol-3-yl)pyrrolo[2,1-f][1,2,4]triazin-4-amine